CC1=NN(C=C1NC1=NC=C(C(=N1)NCCCN1C(OCCCC1)=O)C#N)C1CCN(CC1)C 2-((3-methyl-1-(1-methylpiperidin-4-yl)-1H-pyrazol-4-yl)amino)-4-((3-(2-oxo-1,3-oxazepan-3-yl)propyl)amino)pyrimidine-5-carbonitrile